N1C(=CC2=CC=CC=C12)CCC1N(CCC2=CC(=C(C=C12)OCC)OC)C=O 1-(2-(1H-indol-2-yl)ethyl)-7-ethoxy-6-methoxy-3,4-dihydroisoquinoline-2(1H)-formaldehyde